(S)-N-(3-methyl-1-oxo-1-((2-phenoxyphenyl)amino)butan-2-yl)-1-naphthamide CC([C@@H](C(NC1=C(C=CC=C1)OC1=CC=CC=C1)=O)NC(=O)C1=CC=CC2=CC=CC=C12)C